CS(=O)(=O)[O-].C(CCCCC)[N+]1=CC=C(C=C1)CC 1-Hexyl-4-ethylpyridinium methansulfonat